OC1=C(C(=CC(=C1)OC)C)C(\C=C\C1=CC=C(C=C1)OC)=O (E)-1-(2-Hydroxy-4-methoxy-6-methylphenyl)-3-(4-methoxyphenyl)prop-2-en-1-one